The molecule is an ammonium ion resulting from the protonation of the tertiary amino group of lycanthone. It is a conjugate acid of a hycanthone. CC[NH+](CC)CCNC1=C2C(=C(C=C1)CO)SC3=CC=CC=C3C2=O